C(C1=CC=CC=C1)OC=1C(C=CN2N(CN(C(C21)=O)CCC2=CC=CC=C2)C21C(=CC3=C(C(=CC=C23)F)F)CC=2C=CC=CC21)=O 5-(benzyloxy)-1-(1,2-difluoroindeno[1,2-a]inden-4b(9H)-yl)-3-phenethyl-2,3-dihydro-1H-pyrido[2,1-f][1,2,4]triazine-4,6-dione